C(C)(C)(C)OC(C[C@@H](C1=NN=C(N1C=1SC(=CC1CCl)C)C)O[Si](C)(C)C(C)(C)C)=O (S)-3-((tert-butyldimethylsilyl)oxy)-3-(4-(3-(chloromethyl)-5-methylthiophen-2-yl)-5-methyl-4H-1,2,4-triazol-3-yl)-propionic acid tert-butyl ester